7-(2-(1,3-bis(trideuteriomethyl)pyrrolidin-3-yl)ethynyl)-N4-(3-chloro-2-fluoro-phenyl)quinazoline-4,6-diamine [2H]C(N1CC(CC1)(C([2H])([2H])[2H])C#CC1=C(C=C2C(=NC=NC2=C1)NC1=C(C(=CC=C1)Cl)F)N)([2H])[2H]